ClC1=C(C=C(C=C1[N+](=O)[O-])[N+](=O)[O-])C(F)(F)F 2-chloro-3,5-dinitrobenzotrifluoride